FC(C(=O)O)(F)F.NCCCNCCCCNCCCN spermine trifluoroacetate